BrCC(=O)C1CC1 2-bromo-1-cyclopropylethanone